C(C)OC(COC1=C(C=C(C=C1)C)OC)OCC 1-(2,2-diethoxyethoxy)-2-methoxy-4-methylbenzene